C1CC12NC1(CC1)CC(C2)N2CCC1=C2N=NC(=C1)C1=CC2=C(N=C(O2)C)C=C1O 6-[7-(4-azadispiro[2.1.25.33]decan-9-yl)-6,7-dihydro-5H-pyrrolo[2,3-c]pyridazin-3-yl]-2-methyl-1,3-benzoxazol-5-ol